(2S)-2-{[(4-methoxynaphthalen-1-yl)methyl]amino}-5,5-dimethylhexanoic acid COC1=CC=C(C2=CC=CC=C12)CN[C@H](C(=O)O)CCC(C)(C)C